[4-[5-hydroxy-7-(2-methylpropanoyloxy)-4-oxo-chromen-3-yl]phenyl]2-methylpropanoate OC1=C2C(C(=COC2=CC(=C1)OC(C(C)C)=O)C1=CC=C(C=C1)OC(C(C)C)=O)=O